BrC1=C(C=C2C(=NC(=NC2=C1F)OCC1(CC1)CN(C)C)N1CCOC[C@H](C1)O)F (S)-4-(7-Bromo-2-((1-((dimethylamino)methyl)cyclopropyl)methoxy)-6,8-difluoroquinazolin-4-yl)-1,4-oxazepan-6-ol